C(C=C)(=O)N1CCC(CC1)NC=1C=2N(N=CC1C(=O)N)C=CC2 4-((1-Acryloylpiperidin-4-yl)amino)pyrrolo[1,2-b]pyridazine-3-carboxamide